BrC1=C(C=C(C=C1)O)C=1C(=CC=2C(=NSC2N2CCN(CC2)C(C=C)=O)C1F)Cl 1-(4-(6-(2-bromo-5-hydroxyphenyl)-5-chloro-7-fluoro-benzo[c]isothiazol-3-yl)piperazin-1-yl)prop-2-en-1-one